[Ni](Cl)Cl.CC(C)(C)C1=CC(=NC=C1)C1=NC=CC(=C1)C(C)(C)C [4,4'-bis(1,1-dimethylethyl)-2,2'-bipyridine] nickel dichloride